CC1=C(C=2N(C=C1C1=C(C3=NC(=CC=C3N1)C1CCC(CC1)NC1CCS(CC1)(=O)=O)C(C)C)N=CN2)C 4-{[4-(2-{7,8-dimethyl-[1,2,4]triazolo[1,5-a]pyridin-6-yl}-3-(propan-2-yl)-1H-pyrrolo[3,2-b]pyridin-5-yl)cyclohexyl]amino}-1λ6-thiane-1,1-dione